C(C1=CC=CC=C1)C1(CC(=NO1)COCC1=CC=CC=C1)C(=O)O 5-benzyl-3-((benzyloxy)methyl)-4,5-dihydroisoxazole-5-carboxylic acid